OC1=CC=C(C2=CC=CC=C12)C1(C2=CC=C(C=C2C=2C=C(C=CC12)C1=CC=CC2=CC=CC=C12)C1=CC=CC2=CC=CC=C12)C1=CC=C(C2=CC=CC=C12)O 9,9-bis(4-hydroxy-1-naphthyl)-3,6-dinaphthyl-fluorene